C(C)(C)(C)OC(=O)N1C[C@@H](N(CC1)C=1C2=C(N(C(N1)=O)C=1C(=NC=CC1C)C(C)C)N=C(C(=C2)Cl)C2=C(C=C(C=C2)F)OC)C (S)-4-(6-chloro-7-(4-fluoro-2-methoxyphenyl)-1-(2-isopropyl-4-methylpyridin-3-yl)-2-oxo-1,2-dihydropyrido[2,3-d]pyrimidin-4-yl)-3-methylpiperazine-1-carboxylic acid tert-butyl ester